FC(S(=O)(=O)OC1=CC2=CC[C@H]3[C@@H]4CC[C@H]([C@@H](CCCC(C)C)C)[C@]4(CC[C@@H]3[C@]2(CC1)C)C)(F)F Cholesta-3,5-dien-3-yl trifluoromethanesulfonate